2-chloro-4-methoxyquinoline-6-carboxylic acid methyl ester COC(=O)C=1C=C2C(=CC(=NC2=CC1)Cl)OC